C(C)C=1SC2=C(N1)C(CC1(CCNCC1)C2)=O 2-Ethyl-5H-spiro[benzo[d]thiazol-6,4'-piperidin]-4(7H)-one